methyl 2-methyl-3-oxopropanoate CC(C(=O)OC)C=O